C[Si](N(S(=O)(=O)C(F)(F)F)S(=O)(=O)C(F)(F)F)(C)C N-(trimethylsilyl)bis(trifluoromethanesulfonyl)-amine